N-[(R)-1-(2,6-dimethyl-4-pyridyl)ethyl]-4-(1,6-diaza-6-spiro[3.4]octyl)-5-(3,5-difluorophenyl)nicotinamide CC1=NC(=CC(=C1)[C@@H](C)NC(C1=CN=CC(=C1N1CC2(CCN2)CC1)C1=CC(=CC(=C1)F)F)=O)C